CCCCC[C@@H](/C=C/[C@H]1[C@@H](CC(=O)[C@@H]1C/C=C\\CCCC(=O)O)SC[C@@H](C(=O)NCC(=O)O)NC(=O)CC[C@@H](C(=O)O)N)O The molecule is a glutathione conjugate obtained by formal 1,4-addition of the thiol function of glutathione to the enone function of prostaglandin A2 (where the newly formed stereocentre at position 11 has R-configuration). It is a prostanoid, a glutathione conjugate and an organic sulfide. It derives from a prostaglandin A2. It is a conjugate acid of a (R)-PGA2-S-glutathione conjugate(2-).